6',10'-dibromospiro(fluorene-9,8'-fluoreno[4,3-b]benzofuran) BrC1=CC2=C(OC3=C2C=CC=C3)C=3C2=CC(=CC4(C2=CC13)C1=CC=CC=C1C=1C=CC=CC14)Br